thiochromene S1CC=CC2=CC=CC=C12